NC1=NC=NN2C1=C(C=C2C2CCN(CC2)C(C(C)C)=O)C2=CC=C(C=C2)C2=C(C(N(C(=C2Br)COC)C2=CC=CC=C2)=O)C(=O)N (4-(4-amino-7-(1-isobutyrylpiperidin-4-yl)pyrrolo[2,1-f][1,2,4]triazin-5-yl)phenyl)-5-bromo-6-(methoxymethyl)-2-oxo-1-phenyl-1,2-dihydropyridine-3-carboxamide